N(C1=CC=CC=C1)C1=NC(=NC=C1)C=O (4-(anilino)pyrimidin-2-yl)methanone